6-(difluoromethyl)-5-[4-[(2-ethyl-3-oxo-4H-quinoxalin-6-yl)methyl]piperazin-1-yl]-N-methyl-pyridine-2-carboxamide FC(C1=C(C=CC(=N1)C(=O)NC)N1CCN(CC1)CC=1C=C2NC(C(=NC2=CC1)CC)=O)F